2-(3-(isothiazol-3-yloxy)pyrrolidin-1-yl)acetamide S1N=C(C=C1)OC1CN(CC1)CC(=O)N